BrC1=C(C=C2C(=NC(=NC2=C1O[C@@H](C)C1=CC=CC=C1)SCC)N1[C@@H]2CN([C@H](C1)C2)C(=O)OC(C)(C)C)C2CC2 tert-butyl (1S,4S)-5-{7-bromo-6-cyclopropyl-2-(ethylsulfanyl)-8-[(1S)-1-phenylethoxy]quinazolin-4-yl}-2,5-diazabicyclo[2.2.1]heptane-2-carboxylate